5',6'-bis(3-(4-(diphenylamino)phenyl)-9H-carbazol-9-yl)-3'-(pyridin-2-yl)-[1,1':4',1''-terphenyl]-2'-carbonitrile C1(=CC=CC=C1)N(C1=CC=C(C=C1)C=1C=CC=2N(C3=CC=CC=C3C2C1)C1=C(C(=C(C(=C1N1C2=CC=CC=C2C=2C=C(C=CC12)C1=CC=C(C=C1)N(C1=CC=CC=C1)C1=CC=CC=C1)C1=CC=CC=C1)C#N)C1=NC=CC=C1)C1=CC=CC=C1)C1=CC=CC=C1